P(=S)SP=S Phosphorus trisulfide